(3-(o-tolyloxy)propyl)pyrimidine-2,4-diamine C1(=C(C=CC=C1)OCCCC=1C(=NC(=NC1)N)N)C